COC1=C(C=CC=C1)N1CCN(CC1)C(=O)N 4-(2-methoxyphenyl)piperazine-1-carboxamide